PC=1C(NC=CC1)=O phosphinopyridone